4-{(1R,3R)-3-[5-(2,6-difluorophenyl)-1,3,4-oxadiazol-2-yl]-2,2-dimethylcyclopropyl}benzenesulfonamide FC1=C(C(=CC=C1)F)C1=NN=C(O1)[C@H]1C([C@@H]1C1=CC=C(C=C1)S(=O)(=O)N)(C)C